C/C(/C=O)=C\C1=CC(=CC=C1)[N+](=O)[O-] (E)-2-Methyl-3-(3-nitrophenyl)acrylaldehyde